C(C)(C)(C)OC(=O)N1C[C@@H](CCC1)COS(=O)(=O)C.C(C)(C)(C)C1OC2(OC1)CC1=C(C=C(S1)NC(C)=O)CC2 Tert-butyl-2-(acetylamino)-4,7-dihydro-5H-spiro[1-benzothiophene-6,2'-[1,3]dioxolane] tert-butyl-(R)-3-(((methyl-sulfonyl)oxy)methyl)piperidine-1-carboxylate